OC=1C=C2C[C@@H](C(=CC2=CC1)CN1CC(C1)C(=O)OC)C (S)-Methyl 1-((6-hydroxy-3-methyl-3,4-dihydronaphthalen-2-yl)methyl)azetidine-3-carboxylate